COC1=CC2=C(NC(=N2)S)C=C1 5-Methoxy-1H-benzo[d]imidazole-2-thiol